3-(4-Hydroxyphenoxy)-6-methoxybenzo[b]thiophen-2-ylmethanone OC1=CC=C(OC=2C3=C(SC2C=O)C=C(C=C3)OC)C=C1